6-(2-chloro-5-fluoropyrimidin-4-yl)-3-methyl-4-(methylsulfonyl)isoindolin-1-one ClC1=NC=C(C(=N1)C1=CC(=C2C(NC(C2=C1)=O)C)S(=O)(=O)C)F